diphenyl phosphite monodecyl-phosphite C(CCCCCCCCC)OP(O)O.P(OC1=CC=CC=C1)(OC1=CC=CC=C1)O